(Rac)-4-(4-Chlorophenyl)-1-(4-methyl-3-(pyridin-4-yl)-1H-pyrazol-5-yl)piperidine-2,6-dione ClC1=CC=C(C=C1)C1CC(N(C(C1)=O)C1=C(C(=NN1)C1=CC=NC=C1)C)=O